FC1=CN(C=2N=C(N=CC21)NC2=C(C=C(C=C2)N2CCN(CC2)C)OC)CC2OCCC2 5-Fluoro-N-(2-methoxy-4-(4-methylpiperazin-1-yl)phenyl)-7-((tetrahydrofuran-2-yl)methyl)-7H-pyrrolo[2,3-d]pyrimidin-2-amine